T-butyl 6-chloro-(3R,5S)-dihydroxyhexanoate ClCCCCC(C(=O)OC(C)(C)C)(O)O